NC=1C=2N(C(=CN1)C=1C=NN(C1)C)C(=NC2C2=CC=C(C1=CC=CC=C21)NC(NC2=CC(=CC=C2)C(F)(F)F)=O)C 3-{4-[8-amino-3-methyl-5-(1-methyl-1H-pyrazol-4-yl)imidazo[1,5-a]pyrazin-1-yl]naphthalen-1-yl}-1-[3-(trifluoromethyl)phenyl]urea